2-(1-((2-(3,5-dichloro-phenyl)-6-((4-methyl-2-(4-methylpiperazin-1-yl)pyrimidin-5-yl)oxy)pyridin-4-yl)methyl)piperidin-4-yl)acetic acid ClC=1C=C(C=C(C1)Cl)C1=NC(=CC(=C1)CN1CCC(CC1)CC(=O)O)OC=1C(=NC(=NC1)N1CCN(CC1)C)C